C(C1=CC=C(C=C1)OCC(CSC1=CC=C(C=C1)Cl)OC(=O)NCCC=C(C(=O)[O-])C)(C1=CC=C(C=C1)OCC(CSC1=CC=C(C=C1)Cl)OC(=O)NCCC=C(C(=O)[O-])C)C1=CC=C(C=C1)OCC(CSC1=CC=C(C=C1)Cl)OC(=O)NCCC=C(C(=O)[O-])C ((((((methanetriyltris(benzene-4,1-diyl))tris(oxy))tris(3-((4-chlorophenyl)thio)propane-1,2-diyl))tris(oxy))tris(carbonyl))tris(azanediyl))tris(ethane-2,1-diyl)tris(2-methylacrylate)